CC1=CC=CC(=N1)C1(CCC1)CC(=O)OC methyl (1-(6-methyl-2-pyridyl)cyclobutyl)acetate